(R)-6-(4-(2-methoxyphenyl)piperidin-1-yl)-2-azaspiro[3.4]octane-2-carboxylic acid tert-butyl ester C(C)(C)(C)OC(=O)N1CC2(C1)C[C@@H](CC2)N2CCC(CC2)C2=C(C=CC=C2)OC